pentylformate C(CCCC)OC=O